ethyl (Z)-2-[6-(dimethylamino)-2-fluoro-purin-9-yl]-3-[(3,4-dimethyl-5-oxo-2H-furan-2-yl)oxy]prop-2-enoate CN(C1=C2N=CN(C2=NC(=N1)F)\C(\C(=O)OCC)=C/OC1OC(C(=C1C)C)=O)C